NC1=CC=2C(=C3C(=NC2C=C1F)C1=CC2=C(C(N1C3)=O)COC([C@]2(O)CC)=O)CNC(=O)NCCO (S)-1-((9-amino-4-ethyl-8-fluoro-4-hydroxy-3,14-dioxo-3,4,12,14-tetrahydro-1H-pyrano[3',4':6,7]indolizino-[1,2-b]quinolin-11-yl)methyl)-3-(2-hydroxyethyl)urea